tert-butyl 4-(2-chloro-6-morpholin-4-ylpyrimidin-4-yl)piperazine-1-carboxylate ClC1=NC(=CC(=N1)N1CCN(CC1)C(=O)OC(C)(C)C)N1CCOCC1